CN(C1CCN(CC1)C=1C=CC(=NC1)N)C 5-[4-(dimethylamino)-1-piperidinyl]pyridin-2-amine